FC1(OC=2C(=CC=3C(N(CC3C2)C2=C(C=C(C=N2)OC(C#N)(C)C)S(=O)(=O)CC)=O)O1)F.[Kr].[He] helium krypton 2-[[6-(2,2-difluoro-7-oxo-5H-[1,3]dioxolo[4,5-f]isoindol-6-yl)-5-ethylsulfonyl-3-pyridyl]oxy]-2-methyl-propanenitrile